tert-butyl 4-((1S,2S,3R,4R)-3-((3,4-dichlorophenyl)carbamoyl)-7-oxabicyclo[2.2.1]heptan-2-yl)-5,6-dihydropyridine-1(2H)-carboxylate ClC=1C=C(C=CC1Cl)NC(=O)[C@@H]1[C@H]([C@@H]2CC[C@H]1O2)C2=CCN(CC2)C(=O)OC(C)(C)C